3-chloro-5-(4-(trifluoromethyl)phenyl)-6,6a,7,8,9,10-hexahydro-5H-pyrido[1,2-a]quinoxaline-8-carboxylic acid ClC1=CC=2N(CC3N(C2C=C1)CCC(C3)C(=O)O)C3=CC=C(C=C3)C(F)(F)F